BrC=1C=CC2=C(N(N=N2)[C@@H](CO)C)C1 (R)-2-(6-Bromo-1H-benzo[d][1,2,3]triazol-1-yl)propan-1-ol